C(C)(=O)C1=C(C=C(C=C1)Cl)C=1C(=NN(C(C1)=O)[C@H](C(=O)NC=1C=C2C=C(N(C2=CC1)C(=O)OC(C)(C)C)C(=O)OC(C)(C)C)CC1=CC=CC=C1)OC Di-tert-butyl (S)-5-(2-(4-(2-acetyl-5-chlorophenyl)-3-methoxy-6-oxopyridazin-1(6H)-yl)-3-phenylpropionamido)-1H-indole-1,2-dicarboxylate